1,3,5-tris(4-amino-2-(trifluoromethyl)phenoxy)benzene NC1=CC(=C(OC2=CC(=CC(=C2)OC2=C(C=C(C=C2)N)C(F)(F)F)OC2=C(C=C(C=C2)N)C(F)(F)F)C=C1)C(F)(F)F